3-(4-fluorophenyl)-1-methyl-4-[pyrazolo[1,5-a]pyrimidin-7-yl]pyrazole FC1=CC=C(C=C1)C1=NN(C=C1C1=CC=NC=2N1N=CC2)C